CC1=C(C=NC=2OCCNC21)N2CC=1N=C(N=CC1CC2)NC2=CC=C(C=C2)CS(=O)(=O)CC2(COC2)C 7-{8-methyl-1H,2H,3H-pyrido[2,3-b][1,4]oxazin-7-yl}-N-(4-{[(3-methyloxetan-3-yl)methanesulfonyl]methyl}phenyl)-5H,6H,7H,8H-pyrido[3,4-d]pyrimidin-2-amine